N-cyclopropyl-6-(1-(4-fluorophenyl)ethyl)-3-methyl-5-((2-(pyrrolidin-1-yl)ethyl)amino)pyrazine-2-carboxamide C1(CC1)NC(=O)C1=NC(=C(N=C1C)NCCN1CCCC1)C(C)C1=CC=C(C=C1)F